FC1=C(C(=O)NC=2C=NC(=C(C2)C=2C=NC3=CC(=NC=C3C2)NC)C)C=CN=C1C(C)C 3-fluoro-2-isopropyl-N-(6-methyl-5-(7-(methylamino)-1,6-naphthyridin-3-yl)pyridin-3-yl)isonicotinamide